CC1=NC(=NC=C1)[C@@H]1[C@H](C1)C(=O)O (1S,2S)-2-(4-methylpyrimidin-2-yl)cyclopropanecarboxylic acid